ClC1=C(C=CC=C1)N1C(N=C(C2=CC=C(C=C12)C(C)C)NC)=O 1-(2-chlorophenyl)-7-isopropyl-4-(methylamino)quinazolin-2(1H)-one